C(#N)C1=CC=C(C=C1)C#CC1=CC=C(C(=O)OC=2C=CC(=C(C(=O)OC)C2)OC(C2=CC=C(C=C2)C#CC2=CC=C(C=C2)OCCCCCCOC(C=C)=O)=O)C=C1 methyl 5-[4-[2-(4-cyanophenyl)ethynyl]benzoyl]oxy-2-[4-[2-[4-(6-prop-2-enoyloxyhexoxy)phenyl]ethynyl]benzoyl]oxy-benzoate